6-(3-(3-(1-(quinoxalin-5-yl)ethoxy)propanoyl)-3,8-diazabicyclo[3.2.1]octan-8-yl)nicotinonitrile N1=CC=NC2=C(C=CC=C12)C(C)OCCC(=O)N1CC2CCC(C1)N2C2=NC=C(C#N)C=C2